1-(2,6-Dichlorophenyl)N-[4-(2,4-dioxo-1,2,3,4,8,9,10,11-octahydronaphtho[1,2-b][1,4]diazepin-5-yl)phenyl]methanesulfonamide ClC1=C(C(=CC=C1)Cl)CS(=O)(=O)NC1=CC=C(C=C1)N1C2=C(NC(CC1=O)=O)C=1CCCCC1C=C2